(S)-3-hydroxy-N-(1-(3-(3-isopropylphenyl)-1,2,4-oxadiazol-3-yl)ethyl)-4-methoxypicolinamide OC=1C(=NC=CC1OC)C(=O)N[C@@H](C)C1(NOC=N1)C1=CC(=CC=C1)C(C)C